2-((N''-methyl-2-(3,4,5-tri(isononyloxy)-benzamido)-acetamido-ethoxy)-ethoxy)-benzhydrylamine CN(C(CNC(C1=CC(=C(C(=C1)OCCCCCCC(C)C)OCCCCCCC(C)C)OCCCCCCC(C)C)=O)=O)CCOCCOC1=C(C(C2=CC=CC=C2)N)C=CC=C1